CC1=C(C=CC=C1)C 1,2-dimethyl-benzene